CN(CCC1=CC=C(C=C1)[C@@H]1NC[C@H](CC1)C)C |r| N,N-Dimethyl-2-[4-[rac-(2R,5S)-5-methyl-2-piperidyl]phenyl]ethanamine